[K].C(CCCCCCCCCCCCCCCCC)NC1=NC(=NC(=N1)S)S 6-stearylamino-1,3,5-triazine-2,4-dithiol monopotassium Salt